FC1=C(C(=CC(=C1)F)OC)N1N=C2C(=CC1=O)NN=C2C2=CC=C1CCN(CC1=C2)C 5-(2,4-Difluoro-6-methoxyphenyl)-3-(2-methyl-1,2,3,4-tetrahydroisochinolin-7-yl)-1H-pyrazolo[4,3-c]pyridazin-6(5H)-on